The molecule is a dihydroxyflavanone that is flavanone substituted by hydroxy groups at positions 5 and 7 and 6-carboxy-1-phenylhex-1-en-3-yl groups at positions 6 and 8 respectively. It has been isolated as a racemate from the bark of Cryptocarya chartacea and exhibits inhibitory activity against dengue virus NS5 polymerase. It has a role as an antiviral agent and a plant metabolite. It is a dicarboxylic acid and a dihydroxyflavanone. C1C(OC2=C(C(=C(C(=C2C1=O)O)C(CCCC(=O)O)/C=C/C3=CC=CC=C3)O)C(CCCC(=O)O)/C=C/C4=CC=CC=C4)C5=CC=CC=C5